(S)-2-((S)-4,4-difluoro-3-(6-oxo-1,6-dihydro-pyridin-3-yl)-piperidin-1-yl)-N-(5-(4-fluoro-2-(hydroxy-methyl)phenoxy)pyrazin-2-yl)propan-amide FC1([C@H](CN(CC1)[C@H](C(=O)NC1=NC=C(N=C1)OC1=C(C=C(C=C1)F)CO)C)C1=CNC(C=C1)=O)F